[Sn].CC(C)=C.CC(C)=C diisobutylene tin